4-((S)-3-((R)-3-(3,4-dichlorophenyl)-3-(1-(trifluoromethyl)cyclopropyl)propanamido)-2-(dimethylamino)propyl)benzamide ClC=1C=C(C=CC1Cl)[C@@H](CC(=O)NC[C@H](CC1=CC=C(C(=O)N)C=C1)N(C)C)C1(CC1)C(F)(F)F